(1R,5S,E)-1,5-dimethylbicyclo-[3.2.1]octan-8-one oxime C[C@@]12CCC[C@@](CC1)(C2=NO)C